butyl (E)-3-[4-chloro-2-methyl-6-(methylamino)pyrimidin-5-yl]prop-2-enoate ClC1=NC(=NC(=C1/C=C/C(=O)OCCCC)NC)C